(S)-6-(1-(1-acetylpiperidin-3-yl)-3-methyl-1H-pyrazol-4-yl)-4-((2-cyano-4-fluorophenyl)thio)pyrazolo[1,5-a]pyridine-3-carbonitrile C(C)(=O)N1C[C@H](CCC1)N1N=C(C(=C1)C=1C=C(C=2N(C1)N=CC2C#N)SC2=C(C=C(C=C2)F)C#N)C